ClC=1C=C(C=CC1OC(C)C)C1=NC(=NO1)N1CC(C2=CC(=CC=C12)C=O)(C)C 1-(5-(3-chloro-4-isopropoxyphenyl)-1,2,4-oxadiazol-3-yl)-3,3-dimethyl-2,3-dihydroindole-5-carbaldehyde